C(C)(C)(C)C1=NOC(=N1)C(=O)N[C@H](C)C1=C(C=C(C=C1)B1OC(C(O1)(C)C)(C)C)Cl (R)-3-(tert-butyl)-N-(1-(2-chloro-4-(4,4,5,5-tetramethyl-1,3,2-dioxaborolan-2-yl)phenyl)ethyl)-1,2,4-oxadiazole-5-carboxamide